6-chloro-3-ethyl-N-[(4-fluorophenyl)methyl]-1-methyl-1H-pyrazolo[3,4-d]pyrimidin-4-amine ClC1=NC(=C2C(=N1)N(N=C2CC)C)NCC2=CC=C(C=C2)F